(1S,2R,3S)-N-(8-amino-7-fluoro-6-(4-methyl-6-(oxazol-2-yl)pyridin-3-yl)isoquinolin-3-yl)-2-methyl-3-(1-methyl-1H-pyrazol-4-yl)cyclopropane-1-carboxamide NC=1C(=C(C=C2C=C(N=CC12)NC(=O)[C@H]1[C@@H]([C@@H]1C=1C=NN(C1)C)C)C=1C=NC(=CC1C)C=1OC=CN1)F